C(C)(=O)NNC(=O)C=1C=NC(=NC1)NC1CC2=CC=C(C=C2C1)Cl N'-acetyl-2-((5-chloro-2,3-dihydro-1H-inden-2-yl)amino)pyrimidine-5-carbohydrazide